3-isopropoxy-4-nitro-1-(1,4-dioxaspiro[4.5]decan-8-yl)-1H-pyrazole C(C)(C)OC1=NN(C=C1[N+](=O)[O-])C1CCC2(OCCO2)CC1